aluminum potassium iron sulfate S(=O)(=O)([O-])[O-].[Fe+2].[K+].[Al+3].S(=O)(=O)([O-])[O-].S(=O)(=O)([O-])[O-]